3-(bis(4-methoxyphenyl)(phenyl)methoxy)-2-((4-bromobutoxy)methyl)-2-methylpropan-1-ol methyl-(Z,Z)-11,13-hexadecadienoate CC(C(=O)OCC(COC(C1=CC=CC=C1)(C1=CC=C(C=C1)OC)C1=CC=C(C=C1)OC)(C)COCCCCBr)CCCCCCCC\C=C/C=C\CC